(2S,4R)-tert-butyl 5-(3-amino-4-hydroxyphenyl)-4-((tert-butoxycarbonyl) amino)-2-methylpentanoate NC=1C=C(C=CC1O)C[C@@H](C[C@@H](C(=O)OC(C)(C)C)C)NC(=O)OC(C)(C)C